(2R,3R,4R,5R,6R)-2-(2-(diethoxyphosphoryl)ethyl)-6-(4-(3-(hex-5-yn-1-yl)ureido)benzyl)tetrahydro-2H-pyran-3,4,5-triyl triacetate C(C)(=O)O[C@@H]1[C@H](O[C@@H]([C@H]([C@H]1OC(C)=O)OC(C)=O)CC1=CC=C(C=C1)NC(=O)NCCCCC#C)CCP(=O)(OCC)OCC